BrC=1C=NN(C1)C1=C(C=C(C=C1)NC(CC1=CC=C(C=C1)C(F)F)=O)S(N)(=O)=O N-[4-(4-bromo-1H-pyrazol-1-yl)-3-sulfamoylphenyl]-2-[4-(difluoromethyl)phenyl]acetamide